[I].C(CCCCCCCCCCCCCCCCC)N octadecyl-amine iodine